di(biphenyl-4-yl)-carbonate C1(=CC=C(C=C1)OC(OC1=CC=C(C=C1)C1=CC=CC=C1)=O)C1=CC=CC=C1